4-(4-methyl-1-piperazinomethyl)phenylboronic acid pinacol ester CN1CCN(CC1)CC1=CC=C(C=C1)B1OC(C)(C)C(C)(C)O1